NC1=C(C=C(C=N1)C1=NN2C(=C1)C1(CN(CC1)C(=O)N[C@@H](C)C1=C(C=NC=C1)Cl)OCC2)OC(F)(F)F 2-[6-amino-5-(trifluoromethoxy)pyridin-3-yl]-N-[(1S)-1-(3-chloropyridin-4-yl)ethyl]-6,7-dihydrospiro[pyrazolo[5,1-c][1,4]oxazine-4,3'-pyrrolidine]-1'-carboxamide